C1CC2CC=CC=C2NC1 HEXAHYDROQUINOLINE